4-(benzenesulfonyl)-2-butanol C1(=CC=CC=C1)S(=O)(=O)CCC(C)O